[F-].[F-].[F-].[F-].[Mg+2].[Sr+2] strontium magnesium tetrafluoride